N1=CC=CC2=CC=C(C=C12)C1=C(C=CC(=N1)C#N)C=1C=NN(C1)CC1(CC1)C(F)(F)F 6-quinolin-7-yl-5-(1-{[1-(trifluoromethyl)cyclopropyl]methyl}-1H-pyrazol-4-yl)pyridine-2-carbonitrile